O1COCC2=C1C=CC=C2 1,3-benzodioxine